1-(4-((3-chloro-1H-pyrrolo[2,3-b]pyridin-4-yl)oxy)-2-fluorophenyl)-3-(3-(4-methyl-1H-imidazol-1-yl)-5-(trifluoromethyl)phenyl)urea ClC1=CNC2=NC=CC(=C21)OC2=CC(=C(C=C2)NC(=O)NC2=CC(=CC(=C2)C(F)(F)F)N2C=NC(=C2)C)F